BrC=1N(C=C(N1)C)COCC[Si](C)(C)C 2-[(2-bromo-4-methyl-imidazol-1-yl)methoxy]ethyl-trimethyl-silane